C[C@H]1NC(C2=C(C=3C=4C=CC(=NC4C=CC3S2)N2N=C(N=C2C=C)C)NC1)=O (R)-10-methyl-3-(3-methyl-5-vinyl-1H-1,2,4-triazol-1-yl)-9,10,11,12-tetrahydro-8H-[1,4]diazepino[5',6':4,5]thieno[3,2-f]quinolin-8-one